tert-Butyl (6-(2-(3-fluoropyridin-2-yl)-2-methylpropionyl)pyridin-3-yl)carbamate FC=1C(=NC=CC1)C(C(=O)C1=CC=C(C=N1)NC(OC(C)(C)C)=O)(C)C